tert-butyl N-{2-[bis(2-methoxyethyl) amino]ethyl}carbamate COCCN(CCNC(OC(C)(C)C)=O)CCOC